CS(=O)(=O)C1NCC2=CC=CC=C12 (methylsulfonyl)isoindolin